C1=CC=CC=2C3=CC=CC=C3C(C12)COC(=O)N[C@H](C(=O)O)CC1=CC=C(C=C1)C=1C(=NN(C1)C)N(C(C1=CC=NC=C1)=O)C (S)-2-((((9H-fluoren-9-yl)methoxy)carbonyl)amino)-3-(4-(1-methyl-3-(N-methylisonicotinamido)-1H-pyrazol-4-yl)phenyl)propanoic acid